Methacryloyloxyethyl-Acrylamide C(C(=C)C)(=O)OCCC(C(=O)N)=C